(S)-N-(3-(1-((2-amino-5-(1-methyl-1H-pyrazol-4-yl)pyridin-3-yl)oxy)ethyl)phenyl)-3-(dimethylamino)benzamide NC1=NC=C(C=C1O[C@@H](C)C=1C=C(C=CC1)NC(C1=CC(=CC=C1)N(C)C)=O)C=1C=NN(C1)C